4-(4-methylpiperazin-1-yl)benzene CN1CCN(CC1)C1=CC=CC=C1